C(C)(=O)NC=1C=2N(C=C(N1)C(=O)N(C1=CC(=C(C=C1)F)OC)CC)C=CN2 8-acetamido-N-ethyl-N-(4-fluoro-3-methoxy-phenyl)imidazo[1,2-a]pyrazine-6-carboxamide